C1(CCCC1)NC1=NC(=CC=C1NC1COC1)C=1C=NC=NC1 N2-cyclopentyl-N3-(oxetan-3-yl)-6-pyrimidin-5-yl-pyridine-2,3-diamine